10-octylnonadecanoic acid C(CCCCCCC)C(CCCCCCCCC(=O)O)CCCCCCCCC